N-[(1S)-1-{3-[3,5-bis(trifluoromethyl)phenyl]-1,2,4-oxadiazol-5-yl}-2-hydroxyethyl]-4-fluorobenzamide FC(C=1C=C(C=C(C1)C(F)(F)F)C1=NOC(=N1)[C@H](CO)NC(C1=CC=C(C=C1)F)=O)(F)F